chloro-9-[[4-[5-methyl-3-(trifluoromethyl)pyrazol-1-yl]phenyl]methyl]-7H-purin-8-imine ClC1=NC=C2NC(N(C2=N1)CC1=CC=C(C=C1)N1N=C(C=C1C)C(F)(F)F)=N